BrC(C(=O)NC1=CC=C(C=C1)Cl)CC 2-bromo-N-(p-chlorophenyl)butanamide